FC1=C(CNC2=NC(=NC=C2C(=O)N)NC=2C=NN(C2)C2CCCC2)C(=CC=C1)OC 4-((2-fluoro-6-methoxybenzyl)amino)-2-((1-cyclopentyl-1H-pyrazol-4-yl)amino)pyrimidin-5-carboxamide